2-[1-(5-benzyl-2-pyrimidin-2-yl-1,2,4-triazol-3-yl)ethyl]isoindoline-1,3-dione C(C1=CC=CC=C1)C=1N=C(N(N1)C1=NC=CC=N1)C(C)N1C(C2=CC=CC=C2C1=O)=O